N[C@@H](C(=O)NCC1=CC(=C(C=C1)Cl)Cl)CC(C)C (R)-2-amino-N-(3,4-dichlorobenzyl)-4-methylpentanamide